ClC1=CC=C(C=C1)[C@@H]1CN(CC1)C(=O)C1=CC=C(C=C1)OC[C@@H](CN1N=CN=C1)O ((R)-3-(4-Chlorophenyl)pyrrolidin-1-yl)(4-((R)-2-hydroxy-3-(1H-1,2,4-triazol-1-yl)propoxy)phenyl)methanon